cadmium selenosulfonate S(=[Se])(=O)[O-].[Cd+2].S(=[Se])(=O)[O-]